3-(6-(benzyloxy)naphthalen-2-yl)-1-isopropyl-1H-pyrazolo[3,4-d]pyrimidin-4-amine C(C1=CC=CC=C1)OC=1C=C2C=CC(=CC2=CC1)C1=NN(C2=NC=NC(=C21)N)C(C)C